4-(diphenylamino)phenylcyanoacrylic acid C1(=CC=CC=C1)N(C1=CC=C(C=C1)C=C(C(=O)O)C#N)C1=CC=CC=C1